[OH-].C(C1=CC=CC=C1)[N+](C)(C)C benzyl(trimethyl)ammonium hydroxide